(4R,5S,6R)-6-((R)-1-(2-(Dimethylamino)acetamido)ethyl)-3-((3S,5S)-5-(dimethylcarbamoyl)pyrrolidin-3-ylthio)-4-methyl-7-oxo-1-azabicyclo[3.2.0]hept-2-ene-2-carboxylic acid CN(CC(=O)N[C@H](C)[C@@H]1[C@H]2[C@H](C(=C(N2C1=O)C(=O)O)S[C@@H]1CN[C@@H](C1)C(N(C)C)=O)C)C